C(C)(C)(C)C(C(=O)[O-])(C(=O)[O-])C1=CC=CC=C1.[Na+].[Na+] sodium 2-(tert-butyl)-2-phenylmalonate